C(CCCC)N1N=CC(=C1)N=NC=1C=NNC1 4-((1-pentyl-1H-pyrazol-4-yl)diazenyl)-1H-pyrazol